ClC(OC1=CC=C(C=C1)NC(C1=CN=C(C(=C1)C=1C=C2C(=NC1)CC=1C2=NN(C1)C1=NC=CC(=N1)N1CCOCC1)N1C[C@@H](CC1)F)=O)(F)F (R)-N-(4-(chlorodifluoromethoxy)phenyl)-6-(3-fluoropyrrolidin-1-yl)-5-(2-(4-morpholinylpyrimidin-2-yl)-2,4-dihydropyrazolo[3',4':3,4]cyclopenta[1,2-b]pyridin-7-yl)nicotinamide